CC=1N=C2N(C=CC=3[C@@H]([C@@H]([C@H](NC23)C2=CC=CC=C2)O)O)C1C (7S,8R,9R)-2,3-Dimethyl-7,8-dihydroxy-9-phenyl-7,8,9,10-tetrahydro-imidazo[1,2-h][1,7]naphthyridine